N-(2-(3,3-difluorocyclopentyl)-6-methylpyridin-4-yl)-4-(ethylsulfanyl)-2-methyl-6-(6-azaspiro[2.5]oct-6-yl)benzamide FC1(CC(CC1)C1=NC(=CC(=C1)NC(C1=C(C=C(C=C1N1CCC2(CC2)CC1)SCC)C)=O)C)F